O1CC(CC2=CC=CC=C12)NC(=O)N[C@@H]1C[C@H](C=2C1=CC(=C1C=C(N=CC21)C2CC2)S(NCC(C)C)(=O)=O)NC2=NC1=C(N2)C=CC=C1 |r| 1-(3,4-dihydro-2H-chromen-3-yl)-3-[trans-(7RS,9RS)-9-(1H-benzoimidazol-2-ylamino)-3-cyclopropyl-5-(2-methylpropylsulfamoyl)-8,9-dihydro-7H-cyclopenta[H]isoquinolin-7-yl]urea